N-(6-hydroxyhexyl)-3,4-dimethoxybenzamide OCCCCCCNC(C1=CC(=C(C=C1)OC)OC)=O